1-tert-butoxy-N,N,N',N'-tetramethylmethylenediamine CC(C)(C)OC(N(C)C)N(C)C